6-(6-hydroxy-6-methyl-2-azaspiro[3.3]heptan-2-yl)benzo[b]thiophene-2-carboxylic acid OC1(CC2(CN(C2)C=2C=CC3=C(SC(=C3)C(=O)O)C2)C1)C